2-Amino-8-naphthol NC1=CC2=C(C=CC=C2C=C1)O